FC([C@H](C)OC=1C(=C(OC[C@@H]2N(C[C@H](C2)OC2=CC=C3CCC(NC3=C2)=O)C(=O)OC(C)(C)C)C=C(C1)C)C(=O)OC)F tert-butyl (2R,4S)-2-((3-(((S)-1,1-difluoropropan-2-yl)oxy)-2-(methoxycarbonyl)-5-methylphenoxy) Methyl)-4-((2-oxo-1,2,3,4-tetrahydroquinolin-7-yl)oxy)pyrrolidine-1-carboxylate